FC1=C(C(=O)NC23CC(C2)(C3)C(F)(F)F)C(=CC=C1)S(=O)(=O)C 2-fluoro-6-(methylsulfonyl)-N-(3-(trifluoromethyl)bicyclo[1.1.1]pentan-1-yl)benzamide